[(2R,3S,11bR)-9,10-dimethoxy-3-(2-methylpropyl)-1H,2H,3H,4H,6H,7H,11bH-pyrido[2,1-a]isoquinolin-2-yl]methyl (3S)-morpholine-3-carboxylate N1[C@@H](COCC1)C(=O)OC[C@@H]1C[C@H]2N(CCC3=CC(=C(C=C23)OC)OC)C[C@H]1CC(C)C